N=1C=CN2C1C=CC(=C2)C=2C=CN1N=C(N=CC12)N[C@@H]1C[C@H](C1)OCCOC 5-(imidazo[1,2-a]pyridin-6-yl)-N-(trans-3-(2-methoxyethoxy)cyclobutyl)pyrrolo[2,1-f][1,2,4]triazin-2-amine